4-(4-iodophenyl)butanoic acid IC1=CC=C(C=C1)CCCC(=O)O